5-(6-(((1R,3s,5S)-9-azabicyclo[3.3.1]nonan-3-yl)(methyl)amino)pyridazin-3-yl)-N-cyclopropyl-6-hydroxybenzofuran-2-carboxamide [C@H]12CC(C[C@H](CCC1)N2)N(C2=CC=C(N=N2)C=2C(=CC1=C(C=C(O1)C(=O)NC1CC1)C2)O)C